1,5,7-trimethyl-3-((3-(trifluoromethoxy)pyrrolidin-1-yl)carbonyl)-1,5-dihydro-4H-pyrrolo[3,2-c]pyridin-4-one CN1C=C(C=2C(N(C=C(C21)C)C)=O)C(=O)N2CC(CC2)OC(F)(F)F